C(OCC)(O[C@H](C)[C@H]1[C@@H](O[C@@H](C1)[C@H](CC)O)N1C(SC2=C1N=C(NC2=O)NC(C2=CC=CC=C2)(C2=CC=CC=C2)C2=CC=C(C=C2)OC)=O)=O ethyl [(1R)-1-[(2R,3S,5S)-5-[(1S)-1-hydroxypropyl]-2-[5-[[(4-methoxyphenyl)-diphenyl-methyl] amino]-2,7-dioxo-6H-thiazolo[4,5-d]pyrimidin-3-yl]tetrahydrofuran-3-yl] ethyl] carbonate